6-(2-picolyl)naphthalene N1=C(C=CC=C1)CC=1C=C2C=CC=CC2=CC1